FCCN1N=CC=C1C(=O)O 1-(2-fluoroethyl)-1H-pyrazole-5-carboxylic acid